C(CCCCCC)[N+]1(CC=C(C=C1)C1=CC=[NH+]C=C1)CCCCCCC 1,1-di-heptyl-4,4-bipyridylium